NC1=NC(=CC(=N1)NC(C)CCC)CC1=CC=C(C=C1)CN1CCCC1 2-Amino-4-(pentan-2-ylamino)-6-(4-(pyrrolidin-1-ylmethyl)benzyl)pyrimidine